6-((3-chloro-1,2,4-triazin-6-yl)(methyl)amino)-1,3-dimethyl-4-(tetrahydro-2H-pyran-4-yl)-1,3-dihydro-2H-benzo[d]imidazol-2-one ClC=1N=NC(=CN1)N(C=1C=C(C2=C(N(C(N2C)=O)C)C1)C1CCOCC1)C